(E)-3-(1-(cyclopropylmethyl)-1H-indazol-5-yl)-N-(2-((2,2,2-trifluoroethyl)sulfonamido)phenyl)acrylamide C1(CC1)CN1N=CC2=CC(=CC=C12)/C=C/C(=O)NC1=C(C=CC=C1)NS(=O)(=O)CC(F)(F)F